2,4-Dimethylthiophenylcarbamate CSC1=C(C=CC(=C1)SC)NC([O-])=O